3-(difluoromethoxy)azetidine-1-carboxylic acid benzyl ester C(C1=CC=CC=C1)OC(=O)N1CC(C1)OC(F)F